(4-(8-chloro-7-((2-methyl-1H-benzo[d]imidazol-6-yl)oxy)quinoxalin-2-yl)-1H-pyrazol-1-yl)-1-(3-methoxypyrrolidin-1-yl)ethan-1-one ClC=1C(=CC=C2N=CC(=NC12)C=1C=NN(C1)CC(=O)N1CC(CC1)OC)OC=1C=CC2=C(NC(=N2)C)C1